6-(4-(trifluoromethoxy)phenyl)isoindolin-1-one FC(OC1=CC=C(C=C1)C1=CC=C2CNC(C2=C1)=O)(F)F